(2s,4s)-2-(2-(6-(trifluoromethyl)pyridin-2-yl)-7-azaspiro[3.5]nonane-7-carbonyl)-7-oxa-5-azaspiro[3.4]octan-6-one FC(C1=CC=CC(=N1)C1CC2(C1)CCN(CC2)C(=O)C2CC1(C2)NC(OC1)=O)(F)F